[C@H](C)(CC)NC=1N=CC2=C(N1)NC=C2C=2C=C1N=CC=NC1=CC2 (S)-N-(sec-butyl)-5-(quinoxalin-6-yl)-7H-pyrrolo[2,3-d]pyrimidin-2-amine